OC=1C2(N3C(=CC=C3C(C1)=O)C=1C=NC=CC1)CCCC2 6'-hydroxy-8'-oxo-3'-(pyridin-3-yl)-8'H-spiro[cyclopentane-1,5'-indolizine]